1-(6-(5-chloro-6-fluoro-7-(isopropylamino)-1H-indazol-4-yl)imidazo[1,2-a]pyrazin-2-yl)-3-ethylurea ClC=1C(=C2C=NNC2=C(C1F)NC(C)C)C=1N=CC=2N(C1)C=C(N2)NC(=O)NCC